2-(((1R)-1-(2-cyano-3-(4,4-difluoro-2-methylpyrrolidin-1-yl)-7-methylquinoxalin-5-yl)ethyl)amino)benzoic acid C(#N)C1=NC2=CC(=CC(=C2N=C1N1C(CC(C1)(F)F)C)[C@@H](C)NC1=C(C(=O)O)C=CC=C1)C